C(C1=CC=CC=C1)N(CCNC(OC(C)(C)C)=O)CCNC(OC(C)(C)C)=O di-tertbutyl ((benzylazanediyl)bis(ethane-2,1-diyl))dicarbamate